(5-((1H-imidazol-1-yl)methyl)pyridin-2-yl)-5-isobutylthiophene-2-sulfonamide N1(C=NC=C1)CC=1C=CC(=NC1)C1=C(SC(=C1)CC(C)C)S(=O)(=O)N